NC1=NCC2(N3C1=CC1=C3N=C(N=C1)NC1=CC=C(C=C1)S(=O)(=O)N)CCCCC2 4-((6'-amino-8'H-spiro[cyclohexane-1,9'-pyrazino[1',2':1,5]pyrrolo[2,3-d]pyrimidin]-2'-yl)amino)benzenesulfonamide